C1=C2C(=CC=C1)N=C1C2=CC2=NC3=CC=CC=C3C2=C1C=O Indolo[3,2-b]carbazole-6-carbaldehyde